4-(3-bromopropyloxy)quinazoline BrCCCOC1=NC=NC2=CC=CC=C12